N-((3R,4S)-4-((2-(2,6-dichloro-3,5-dimethoxyphenyl)-4-(2-methylmorpholino)pyrido[3,4-d]pyrimidin-6-yl)amino)tetrahydrofuran-3-yl)acrylamide ClC1=C(C(=C(C=C1OC)OC)Cl)C=1N=C(C2=C(N1)C=NC(=C2)N[C@H]2[C@H](COC2)NC(C=C)=O)N2CC(OCC2)C